C(#CC)NC(CBr)=O N-propynyl-bromoacetamide